(E)-N'-(2-hydroxy-4-diethylaminobenzylidene)pyridinehydrazide OC1=C(\C=N\NC(=O)C2=NC=CC=C2)C=CC(=C1)N(CC)CC